BrC1=CC=2C(C=3C=C(C4=C(C3C2C2=C1C=CC=C2)C=CC=C4)Br)(C)C 5,9-dibromo-7,7-dimethyl-7H-dibenzo[c,g]fluorene